8-(3,5-dichlorobenzylthio)-1,3,7-trimethyl-1H-purine-2,6(3H,7H)-dione ClC=1C=C(CSC2=NC=3N(C(N(C(C3N2C)=O)C)=O)C)C=C(C1)Cl